FC(CNC(NC1=NC=CC(=C1)CN1CCN(CC1)C=1C=CC(=NC1C)C(=O)NC)=O)F 5-(4-((2-(3-(2,2-difluoroethyl)ureido)pyridin-4-yl)methyl)piperazin-1-yl)-N,6-dimethylpicolinamide